ClC1=CC=C(C=C1)[C@@]1(N(C(C2=CC(=CC=C12)C(C)(C)O)=O)CC1=CC=C(C=N1)C#N)OCC1CC1 6-{[(1R)-1-(4-Chlorophenyl)-1-(cyclopropylmethoxy)-5-(2-hydroxypropan-2-yl)-3-oxo-2,3-dihydro-1H-isoindol-2-yl]methyl}pyridin-3-carbonitril